COC1=CC=C(CNC=2C=C3C=C(C(=NC3=CN2)C2=CC=CC=C2)C2=CC=CC=C2)C=C1 N-(4-methoxybenzyl)-2,3-diphenyl-1,7-naphthyridin-6-amine